C(C)(C)C1=CC=C(C=NNC2=CC=CC=C2)C=C1 1-(4-isopropylbenzylidene)-2-phenylhydrazine